2'-acetyl-4-[(3,5-difluoropyridin-2-yl)methoxy]-5'-ethyl-6-methyl-[1,4'-bipyridin]-2-one C(C)(=O)C1=NC=C(C(=C1)N1C(C=C(C=C1C)OCC1=NC=C(C=C1F)F)=O)CC